FC1([C@H](CN(CC1)C(C(=O)NC=1N=NC(=CC1)OC1=CC=C(C=C1)F)C)C1=CNC(C=C1)=O)F 2-((S)-4,4-difluoro-3-(6-oxo-1,6-dihydropyridin-3-yl)piperidin-1-yl)-N-(6-(4-fluorophenoxy)pyridazin-3-yl)propionamide